5-(1-(cyclopropylmethyl)piperidine-3-carbonyl)-1,3-dimethyl-1H-benzo[d]imidazol-2-one C1(CC1)CN1CC(CCC1)C(=O)C1=CC2=C(N(C(N2C)=O)C)C=C1